N1CC(C1)NC1=NC=CC(=C1)C#N 2-(azetidin-3-ylamino)pyridine-4-carbonitrile